tert-butyl 3-(4-((3,4-dichloro-2-fluorophenyl)amino)-7-methoxyquinazolin-6-yl)piperidine-1-carboxylate ClC=1C(=C(C=CC1Cl)NC1=NC=NC2=CC(=C(C=C12)C1CN(CCC1)C(=O)OC(C)(C)C)OC)F